4-((S)-4-propenoyl-2-methylpiperazin-1-yl)-6-fluoro-1-(4-isopropyl-2-(methylsulfonyl)pyridin-3-yl)-2-oxo-1,2-dihydropyridin C(C=C)(=O)N1C[C@@H](N(CC1)C1=CC(N(C(=C1)F)C=1C(=NC=CC1C(C)C)S(=O)(=O)C)=O)C